C(\C=C\C(=O)O)(=O)O.C(\C=C\C(=O)O)(=O)O.C(C)OC1=C(CCN2C[C@@H](CC2)CN)C=C(C=C1)C(F)(F)F (S)-(1-(2-ethoxy-5-(trifluoromethyl)phenethyl)pyrrolidin-3-yl)methanamine difumarate